2-AMINOPYRIDINE NC1=NC=CC=C1